2-(2-((5-(3-(aminomethyl)-2-methoxyphenyl)-7-methoxybenzofuran-3-yl)methoxy)phenyl)acetic acid NCC=1C(=C(C=CC1)C=1C=C(C2=C(C(=CO2)COC2=C(C=CC=C2)CC(=O)O)C1)OC)OC